CC1=C(C(=O)P(C2=CC=CC=C2)(C2=CC=CC=C2)=O)C(=CC(=C1)C)C 2,4,6-Trimethylbenzoyl-diphenylphosphine oxide